4-(tetramethyl-1,3,2-dioxaborolan-2-yl)-1H-indazole CC1(C(OB(O1)C1=C2C=NNC2=CC=C1)(C)C)C